(R)-4-(4-((1-(3-(difluoromethyl)-2-fluorophenyl)ethyl)amino)-7-methoxy-2-methylpyrido[2,3-d]pyrimidin-6-yl)-3,6-dihydro-2H-thiopyran 1,1-dioxide FC(C=1C(=C(C=CC1)[C@@H](C)NC=1C2=C(N=C(N1)C)N=C(C(=C2)C=2CCS(CC2)(=O)=O)OC)F)F